N-{1-[4-(1H-imidazol-1-yl)phenyl]ethyl}acetamide N1(C=NC=C1)C1=CC=C(C=C1)C(C)NC(C)=O